4-nitro[1,1'-biphenyl]-3-boronic acid [N+](=O)([O-])C1=C(C=C(C=C1)C1=CC=CC=C1)B(O)O